7-(5-chloro-2-fluoropyridin-3-yl)-2-(2,5-dimethyl-1H-pyrrol-1-yl)-[1,2,4]triazolo[1,5-a]pyridine ClC=1C=C(C(=NC1)F)C1=CC=2N(C=C1)N=C(N2)N2C(=CC=C2C)C